O=C1N(C2=CC=CC=3C2=C1C=CC3C3CCNCC3)C3C(NC(CC3)=O)=O 3-[2-oxo-5-(4-piperidyl)benzo[cJ]indol-1-yl]piperidine-2,6-dione